(2-chloro-4-fluoro-phenyl) ethyl carbonate Ethyl-chloroformate C(C)OC(=O)Cl.C(OC1=C(C=C(C=C1)F)Cl)(OCC)=O